CC(C(=O)C1=CC=C(C=C1)SC)(C)Cl 2-methyl-2-chloro-1-[4-(methylsulfanyl)phenyl]-1-propanone